2-[3,5-dichloro-4-[(3-isopropyl-1H-indol-5-yl)oxy]-phenyl]-3,5-dioxo-4H-1,2,4-triazine-6-carboxylic acid ClC=1C=C(C=C(C1OC=1C=C2C(=CNC2=CC1)C(C)C)Cl)N1N=C(C(NC1=O)=O)C(=O)O